CC1=C(C=C(C=N1)NC(=O)C1=NOC2=C1CCCCC2)C=2C=NC1=CC(=NC=C1C2)NC N-(6-methyl-5-(7-(methylamino)-1,6-naphthyridin-3-yl)pyridin-3-yl)-5,6,7,8-tetrahydro-4H-cyclohepta[d]isoxazole-3-carboxamide